4-(2,6-dioxopiperidin-3-yl)-1-oxoisooctanol O=C1NC(CCC1C(CCC(O)=O)CC(C)C)=O